NC1=C(C=C(N=N1)C1=C(C=CC=C1)O)C=1C(=NN(C1)C1CCNCC1)C 2-(6-amino-5-(3-methyl-1-(piperidin-4-yl)-1H-pyrazol-4-yl)pyridazin-3-yl)phenol